F[Si](OC(C(F)(F)F)(F)F)(OC(C(F)(F)F)(F)F)OC(C(F)(F)F)(F)F perfluorotriethoxysilane